ClC=1C=C(CN2C=C(C3=CC(=CC=C23)C2=CC(=NO2)C(=O)O)C#N)C=CC1 5-(N-m-chlorobenzyl-3-cyanoindol-5-yl)isoxazole-3-carboxylic acid